ClC=1C=C(\C=C/2\C(N(N=C2C)C2=CC=CC=C2)=O)C=C(C1)Cl (E)-4-(3,5-dichlorobenzylidene)-5-methyl-2-phenyl-2,4-dihydro-3H-pyrazol-3-one